C(C1=CC=CC=C1)OC(=O)N1[C@@H](C[C@H](C1)F)C(NCCN(C)C)=O (2S,4R)-2-(2-Dimethylaminoethylcarbamoyl)-4-fluoro-pyrrolidine-1-carboxylic acid benzyl ester